C(C=C)N1C2=NC=NC(=C2N=C1)I 9-allyl-6-iodo-9H-purine